C(#N)CCCNC(=N)N 1-(3-cyanopropyl)guanidine